ClC[C@H]1OC1 (S)-2-(chloromethyl)oxirane